C1(CCCCC1)N1C(=O)N(C(=O)CC1=O)C1CCCCC1 1,3-Dicyclohexylbarbituric acid